3-(chlorodifluoromethyl)-6-(6-(3,3-difluorocyclobutoxy)-5-fluoropyridin-3-yl)-[1,2,4]triazolo[4,3-a]pyridine ClC(C1=NN=C2N1C=C(C=C2)C=2C=NC(=C(C2)F)OC2CC(C2)(F)F)(F)F